(2R)-N-[(1S)-1-cyano-2-[(3S)-2-oxopyrrolidin-3-yl]ethyl]-3-cyclopropyl-2-[(5S)-1-methyl-6-oxo-1,7-diazaspiro[4.4]nonan-7-yl]propanamide C(#N)[C@H](C[C@H]1C(NCC1)=O)NC([C@@H](CC1CC1)N1C([C@]2(CCCN2C)CC1)=O)=O